OCCOC1=CC(=C(C=C1)C(=O)N1C[C@@H](CC[C@H]1C)OC1=NC=CC(=C1)C#N)N1N=CC=N1 2-{[(3R,6R)-1-{[4-(2-hydroxyethoxy)-2-(2H-1,2,3-triazol-2-yl)phenyl]carbonyl}-6-methylpiperidin-3-yl]oxy}pyridine-4-carbonitrile